C(C)OC(=O)C=1N=C(SC1)N1N=C(C=2C1=NC=CC2)C2=CC(=C(C=C2)F)F 2-(3-(3,4-difluorophenyl)-1H-pyrazolo[3,4-b]Pyridin-1-yl)thiazole-4-carboxylic acid ethyl ester